COC=1C=C(C=C(C1)OC)C1CC(C(CC1)C(=O)C1(CC1)C#N)=C=O 1-(4-(3,5-dimethoxyphenyl)-2-carbonylcyclohexane-1-carbonyl)cyclopropane-1-carbonitrile